[Ru]=O.[Gd] Gadolinium ruthenium oxide